C(C)(C)(C)OC(=O)N1CC(N(CC1)CCCO)C(F)(F)F.COC1=CC=C(CN(C(=O)OCCC(CCOC(=O)N(CC2=CC=C(C=C2)OC)CC2=CC=C(C=C2)OC)N(C)C)CC2=CC=C(C=C2)OC)C=C1 1-[bis(4-methoxybenzyl)aminocarbonyloxy]-5-[bis(4-methoxybenzyl)aminocarbonyloxy]-3-(dimethylamino)pentane tert-Butyl-4-(3-hydroxypropyl)-3-(trifluoromethyl)piperazine-1-carboxylate